NCCOCCOCCOCCOCCOCCN(C1=NC(=NC(=C1)C)NC1=CC=C(C=C1)NC(CC1=CC=CC=C1)=O)C N-(4-((4-((17-amino-3,6,9,12,15-pentaoxaheptadecyl)(methyl)amino)-6-methylpyrimidin-2-yl)amino)phenyl)-2-phenylacetamide